tert-butyl (2R)-2-((2-(4-bromophenyl)-2-(4-chlorophenyl)-2-hydroxyethyl)carbamoyl)pyrrolidine-1-carboxylate BrC1=CC=C(C=C1)C(CNC(=O)[C@@H]1N(CCC1)C(=O)OC(C)(C)C)(O)C1=CC=C(C=C1)Cl